N'-(2,5-dimethyl-4-phenoxy-phenyl)-N-ethyl-N-methyl-formamidine CC1=C(C=C(C(=C1)OC1=CC=CC=C1)C)N=CN(C)CC